tert-butyl (R)-3-(4-chloro-3-fluorophenyl)-1-((S)-4-((5R,7R)-7-methoxy-5-methyl-6,7-dihydro-5H-cyclopenta[d]pyrimidin-4-yl)-3-methylpiperazin-1-yl)-1-oxopropan-2-ylcarbamate ClC1=C(C=C(C=C1)C[C@H](C(=O)N1C[C@@H](N(CC1)C=1C2=C(N=CN1)[C@@H](C[C@H]2C)OC)C)NC(OC(C)(C)C)=O)F